4-(3-(8-Cyanoquinolin-5-yl)-5-(trifluoromethyl)-3-azabicyclo[3.1.0]hexane-1-carboxamido)piperidine-1-carboxylic acid tert-butyl ester C(C)(C)(C)OC(=O)N1CCC(CC1)NC(=O)C12CN(CC2(C1)C(F)(F)F)C1=C2C=CC=NC2=C(C=C1)C#N